CC1=NC(=NC(=C1)N1[C@H](CCCCC1)C1=CC=C(C=C1)C)N |r| (±)-4-Methyl-6-[2-(p-tolyl)azepan-1-yl]pyrimidin-2-amine